N-(10,10-dioxido-2-(2,2,2-trifluoroethyl)-9H-thioxanthen-9-yl)-2-oxo-6-(trifluoromethyl)-1,2-dihydropyridine-3-carboxamide O=S1(C=2C=CC(=CC2C(C2=CC=CC=C12)NC(=O)C=1C(NC(=CC1)C(F)(F)F)=O)CC(F)(F)F)=O